C1N(CCC12CNCC2)C2=CC=C(C=N2)OC2=NC(=CC(=C2)CN2CCC(CC2)CNC(C)=O)C2=CC(=CC(=C2)Cl)Cl N-((1-((2-((6-(2,7-diazaspiro[4.4]nonan-2-yl)pyridin-3-yl)oxy)-6-(3,5-dichlorophenyl)pyridin-4-yl)methyl)piperidin-4-yl)methyl)acetamide